3-chlorobenzyl (1-(((S)-5-(dimethylamino)-1-hydroxy-5-oxopentan-2-yl)amino)-4,4-dimethyl-1-oxopentan-2-yl)carbamate CN(C(CC[C@@H](CO)NC(C(CC(C)(C)C)NC(OCC1=CC(=CC=C1)Cl)=O)=O)=O)C